5-[(2,3-Diethylphenoxypropylsulfanyl)methyl]-1,3,4-oxadiazole-2(3H)-thione C(C)C1=C(OCCCSCC2=NNC(O2)=S)C=CC=C1CC